cyclopropyl-1,3-propanediamine C1(CC1)C(CCN)N